COC(=O)C1=CN=C(N1C)CCl 2-(chloromethyl)-1-methyl-1H-imidazole-5-carboxylic acid methyl ester